C(C1=CC=CC=C1)OC=1C(=NC=NC1OCC1=CC=CC=C1)CCO 2-(5,6-bis(benzyloxy)pyrimidin-4-yl)ethan-1-ol